N-Isopropyl-5-(5-methoxy-3,4'-bipyridin-2'-yl)-4H-1,2,4-triazol-3-amine trifluoroacetate salt FC(C(=O)O)(F)F.C(C)(C)NC1=NN=C(N1)C1=NC=CC(=C1)C=1C=NC=C(C1)OC